Cl.NC1=CC=C(C(=O)N2[C@@H](CC2)C(=O)NC=2SC=C(N2)C2=CC(=CC=C2)C2=CC=NC=C2)C=C1 (S)-1-(4-aminobenzoyl)-N-(4-(3-(pyridin-4-yl)phenyl)thiazol-2-yl)azetidine-2-carboxamide hydrochloride